(1H-pyrazol-1-yl)-2H-pyrazolo[4,3-c]quinolin-4-amine N1(N=CC=C1)N1N=C2C(C(=NC=3C=CC=CC23)N)=C1